ethyl 4-hydroxy-2-oxo-1-phenyl-7-(trifluoromethyl)-1,2-dihydro-1,8-naphthyridine-3-carboxylate OC1=C(C(N(C2=NC(=CC=C12)C(F)(F)F)C1=CC=CC=C1)=O)C(=O)OCC